6-Chloro-2-(4,4,5,5-tetramethyl-1,3,2-dioxaborolan-2-yl)-1-((2-(trimethylsilyl)ethoxy)methyl)-1H-pyrrolo[2,3-b]pyridine ClC1=CC=C2C(=N1)N(C(=C2)B2OC(C(O2)(C)C)(C)C)COCC[Si](C)(C)C